1-(6-bromo-1H-benzo[d][1,2,3]triazol-1-yl)-2-methylpropan-2-ol BrC=1C=CC2=C(N(N=N2)CC(C)(O)C)C1